(S)-3-((tert-Butoxycarbonyl)amino)-2-hydroxypropanoic acid C(C)(C)(C)OC(=O)NC[C@@H](C(=O)O)O